5-(2-((3,3-difluoro-1-(1-methyl-1H-1,2,3-triazol-4-yl)cyclobutyl)amino)-2-oxoacetyl)-N-(4-fluorophenyl)-6-methyl-2,3-dihydro-1H-pyrrolizine-7-carboxamide FC1(CC(C1)(C=1N=NN(C1)C)NC(C(=O)C=1N2CCCC2=C(C1C)C(=O)NC1=CC=C(C=C1)F)=O)F